C(CCCCCCCCCCC)OS(=O)(=O)CCC[NH+](C)C n-dodecyl-N,N-dimethyl-3-ammonio-1-propane-sulfonate